O=C1NC(CCC1C=1C(=NC2=CC(=C(C=C2C1)F)CN(C(O)=O)C1=CC(=C(C=C1)C)Cl)C)=O.IC1=C(C=C(C=C1OC)C=1OC2=C(C1)C=CC=C2)OC 2-(4-iodo-3,5-dimethoxyphenyl)benzofuran (3-(2,6-dioxopiperidin-3-yl)-6-fluoro-2-methylquinolin-7-yl)methyl-(3-chloro-4-methylphenyl)carbamate